O1CCN(CC1)CCOC1=CC(=C(NC2=CC=C(C(=N2)N2N=C(C=C2)C(F)(F)F)C(C)=O)C=C1)[N+](=O)[O-] 1-[6-[4-(2-morpholinoethoxy)-2-nitro-anilino]-2-[3-(trifluoromethyl)pyrazol-1-yl]-3-pyridyl]ethanone